COC(C1=CC(=C(C=C1)SCC1=CC(=CC=C1)[N+](=O)[O-])I)=O.IC=1C=C(C(=O)OC)C=CC1S(=O)(=O)CC1=CC(=CC=C1)[N+](=O)[O-] methyl 3-iodo-4-((3-nitrobenzyl)sulfonyl)benzoate Methyl-3-iodo-4-((3-nitrobenzyl)thio)benzoate